C(C)NC(=O)N[C@@H]1C[C@@H]2CC[C@H]3[C@@H]4CCC([C@@]4(C)CC[C@@H]3[C@]2(CC1)C)=O N-ethyl-N'-((3β,5α)-17-oxoandrostan-3-yl)urea